FC(C1=C(C=C2CCCN(C2=C1)C1=NN(C2=C1CN(CC2)C(=O)NC)C2CCNCC2)C=2C=NN(C2)C)F 3-(7-(difluoromethyl)-6-(1-methyl-1H-pyrazol-4-yl)-3,4-dihydroquinolin-1(2H)-yl)-N-methyl-1-(piperidin-4-yl)-1,4,6,7-tetrahydro-5H-pyrazolo[4,3-C]pyridine-5-carboxamide